N=C1SC=CN1CC1=C(C(=CC=C1)N)N 3-[(2-imino-2,3-dihydro-1,3-thiazol-3-yl)methyl]-benzene-1,2-diamine